2-[4-[[[6-[(6-cyano-3-pyridyl)methyl-cyclopropyl-amino]-5-fluoro-pyrimidin-4-yl]amino]methyl]phenyl]acetamide 2,5-dioxopyrrolidin-1-yl-4-cyclopentyl-4-(pyridin-2-ylthio)butanoate O=C1N(C(CC1)=O)C(C(=O)O)CC(SC1=NC=CC=C1)C1CCCC1.C(#N)C1=CC=C(C=N1)CN(C1=C(C(=NC=N1)NCC1=CC=C(C=C1)CC(=O)N)F)C1CC1